2-[1-[3-(3-hydroxy-3-methyl-2-oxo-1-tetrahydropyran-2-yl-pyrrolo[2,3-b]pyridin-4-yl)indazol-1-yl]cyclobutyl]acetonitrile OC1(C(N(C2=NC=CC(=C21)C2=NN(C1=CC=CC=C21)C2(CCC2)CC#N)C2OCCCC2)=O)C